C1CC12CN[C@H](C2)C(=O)O (R)-5-Azaspiro[2.4]heptane-6-carboxylic acid